2-[2-(dibromomethyl)pyrimidin-5-yl]-5-(difluoromethyl)-1,3,4-oxadiazol BrC(C1=NC=C(C=N1)C=1OC(=NN1)C(F)F)Br